NC1=NC(=C2N=CN(C2=N1)CC(=O)NC1=CC(=NN1CC)C)N1CCOCC1 2-(2-amino-6-morpholinyl-9H-purin-9-yl)-N-(1-ethyl-3-methyl-1H-pyrazol-5-yl)acetamide